CC(C)(O[Si](OCC)(OCC)C)C dimethyl-methyltriethoxysilane